methyl 6-((4-((6-((tert-butoxycarbonyl)amino)hexyl)carbamoyl)phenyl)(16-((6-(methoxycarbonyl)pyridin-2-yl)methyl)-1,4,10,13-tetraoxa-7,16-diazacyclooctadecan-7-yl)methyl)picolinate C(C)(C)(C)OC(=O)NCCCCCCNC(=O)C1=CC=C(C=C1)C(C1=CC=CC(=N1)C(=O)OC)N1CCOCCOCCN(CCOCCOCC1)CC1=NC(=CC=C1)C(=O)OC